methyl (2S)-2-[[4-cyclopentyl-1-(4-methoxy-1H-indole-2-carbonyl) pyrrolidine-2-carbonyl]amino]-3-[(3S)-2-oxo-3-piperidyl]propanoate C1(CCCC1)C1CC(N(C1)C(=O)C=1NC2=CC=CC(=C2C1)OC)C(=O)N[C@H](C(=O)OC)C[C@H]1C(NCCC1)=O